6-(2,6-difluoro-4-(7-methoxy-2-methyl-2H-indazol-4-yl)benzyl)-6,7-dihydro-5H-pyrrolo[3,4-b]pyridin-5-one-7,7-d2 FC1=C(CN2C(C3=NC=CC=C3C2=O)([2H])[2H])C(=CC(=C1)C=1C2=CN(N=C2C(=CC1)OC)C)F